N-(4-(4-((N-cyclopropyl-N-methylsulfamoyl)amino)phenyl)-1H-pyrrolo[2,3-b]pyridin-6-yl)cyclopropylcarboxamide C1(CC1)N(S(=O)(=O)NC1=CC=C(C=C1)C1=C2C(=NC(=C1)NC(=O)C1CC1)NC=C2)C